ClC=1C=CC(=C(C1)C1=CC(=C(N=N1)OCCCSC)C1(CC(=NC=C1)N)N)F 4-[6-(5-chloro-2-fluorophenyl)-3-[3-(methylsulfanyl)propoxy]pyridazin-4-yl]pyridine-2,4-diamine